OC(C)C1=CC=C(OCC2=CC(=NN2C2=CC=CC=C2)C)C=C1 5-[[4-(1-hydroxyethyl)phenoxy]methyl]-3-methyl-1-phenyl-pyrazole